BrC1=CC=C(C=C1)NC1=C(C(=O)O)C=CC(=N1)C(F)(F)F 2-(4-Bromophenylamino)-6-(trifluoromethyl)nicotinic acid